2-(6-(((1R,3s,5S)-1,5-dimethyl-8-azabicyclo[3.2.1]octan-3-yl)oxy)pyridazin-3-yl)-5-(4-methoxy-1,3,5-triazin-2-yl)phenol C[C@]12CC(C[C@](CC1)(N2)C)OC2=CC=C(N=N2)C2=C(C=C(C=C2)C2=NC=NC(=N2)OC)O